C[C@@H](CN)O s-1-amino-2-propanol